4-bromophenylhydrazine hydrochloride Cl.BrC1=CC=C(C=C1)NN